(+/-)-5-{4-[2,6-difluoro-4-({5-[(1-methyl-1H-pyrazol-4-yl)methyl]-5,6-dihydro-4H-1,3-oxazin-2-yl}amino)phenoxy]-1H-pyrrolo[2,3-b]pyridin-3-yl}-2-[(propan-2-yl)oxy]benzonitrile FC1=C(OC2=C3C(=NC=C2)NC=C3C=3C=CC(=C(C#N)C3)OC(C)C)C(=CC(=C1)NC=1OC[C@@H](CN1)CC=1C=NN(C1)C)F |r|